CN(C(CCCCCCCCC[C@@H]1[C@@H](C1)CCCCCCCC)CCCCCCCCC)C N,N-dimethyl-1-[(1S,2R)-2-octylcyclopropyl]nonadecane-10-amine